[Si](C)(C)(C(C)(C)C)OC(CCOC1=NN(C=C1)C1=CC=C(C(=N1)Cl)C(=O)OC(C)(C)C)C1(CC1)C(F)(F)F tert-Butyl 6-[3-[3-[tert-butyl(dimethyl)silyl]oxy-3-[1-(trifluoromethyl)cyclopropyl]propoxy]pyrazol-1-yl]-2-chloro-pyridine-3-carboxylate